ClC1=CC=C(COC2=NN=C(S2)NC(=O)C2=CN=CN2C2=C(C=CC=C2)C#N)C=C1 N-(5-((4-chlorobenzyl)oxy)-1,3,4-thiadiazol-2-yl)-1-(2-cyanophenyl)-1H-imidazole-5-carboxamide